N1(C=NC=C1)CC1=CC(=C2CCN(C(C2=C1)=O)C1=CC=NC2=C(N=C(C=C12)CC)N1C=CC=C1)C=1C(=NN(C1)C)C(F)(F)F 7-((1H-Imidazol-1-yl)methyl)-2-(6-ethyl-8-(1H-pyrrol-1-yl)-1,7-naphthyridin-4-yl)-5-(1-methyl-3-(trifluoromethyl)-1H-pyrazol-4-yl)-3,4-dihydroisoquinolin-1(2H)-one